OC1=C(C=CC(=C1)OC)C(C=CC1=CC=C(C=C1)OCC=C(C)C)=O 1-(2-Hydroxy-4-methoxyphenyl)-3-[4-(3-methylbut-2-enoxy)phenyl]prop-2-en-1-one